ClC1=CC=C2C(=N1)SC(=C2)C(=O)NC=2C=C(C=1N(C2)C=C(N1)C)OC 6-chloro-N-(8-methoxy-2-methyl-imidazo[1,2-a]pyridin-6-yl)thieno[2,3-b]pyridine-2-carboxamide